C(C)(C)(C)OC(=O)N1[C@@H]2[C@H](NC[C@H]1CC2)[C@@H](C)O.BrC2=C(C=NC1=CC=C(C=C21)Cl)N2CCC(CC2)(F)F 4-bromo-6-chloro-3-(4,4-difluoro-1-piperidyl)quinoline t-butyl-(1S,2s,5R)-2-((R)-1-hydroxyethyl)-3,8-diazabicyclo[3.2.1]octane-8-carboxylate